C1(=CC=CC2=CC=CC=C12)N (14R)-1-naphthylamine